OCCC(CCCCCCCCCCCCCCCCC)(N)CCO bis[2-hydroxyethyl]octadecanamine